((7-(5-(chlorodifluoromethyl)-1,2,4-oxadiazol-3-yl)-2-methylimidazo[1,2-a]pyridin-3-yl)imino)(ethyl)(methyl)-λ6-sulfanone ClC(C1=NC(=NO1)C1=CC=2N(C=C1)C(=C(N2)C)N=S(=O)(C)CC)(F)F